[Ru+2].N1=C(C=CC=C1)C1=NC=CC=C1.N1=C(C=CC=C1)C1=NC=CC=C1.N1=C(C=CC=C1)C1=NC=CC=C1 tris(bipyridine) ruthenium(II)